COC(=O)C12C(CC(CC1)CC2)C#C ethynylbicyclo[2.2.2]octane-1-carboxylic acid methyl ester